(5-fluoro-2-methoxypyridin-4-yl)bicyclo[4.2.0]oct-1(6),2,4-trien-2-amine FC=1C(=CC(=NC1)OC)C1=C(C=2CCC2C=C1)N